ClC1=C(N=C(NC1=O)C1=C(C=NC=C1)F)N1CCNCC(C1)(F)F 5-chloro-4-(6,6-difluoro-1,4-diazepan-1-yl)-2-(3-fluoro-4-pyridinyl)-1H-pyrimidin-6-one